tert-butyl 4-(2-(4,4-difluorocyclohexane-1-carbonyl)hydrazine-1-carbonyl)-4-isopropylpiperidine-1-carboxylate FC1(CCC(CC1)C(=O)NNC(=O)C1(CCN(CC1)C(=O)OC(C)(C)C)C(C)C)F